COC1=C(N=CN(C1=O)C)C(=O)O 5-methoxy-1-methyl-6-oxo-1,6-dihydropyrimidine-4-carboxylic acid